Diphenylcyclooctyne-carboxylic acid C1(=CC=CC=C1)C1C#CC(CCCC1)(C(=O)O)C1=CC=CC=C1